C1OCC12CN(C2)C2CC1(CC2)CCN(CC1)S(=O)(=O)C=1C=C(C#N)C=C(C1)F 3-((2-(2-oxa-6-azaspiro[3.3]hept-6-yl)-8-azaspiro[4.5]dec-8-yl)sulfonyl)-5-fluorobenzonitrile